methyl 3-(3-amino-5-(1,4-dimethyl-1H-1,2,3-triazol-5-yl) pyridin-2-yl)-4-iodo-1-methyl-1H-pyrazole-5-carboxylate NC=1C(=NC=C(C1)C1=C(N=NN1C)C)C1=NN(C(=C1I)C(=O)OC)C